C(C1=CC=CC=C1)OC1=NC(=CC=C1N1C(N(C2=C1C=CC(=C2)N2CCN(CC2)CCC(=O)OC(C)(C)C)C)=O)OCC2=CC=CC=C2 tert-butyl 3-(4-(1-(2,6-bis(benzyloxy)pyridin-3-yl)-3-methyl-2-oxo-2,3-dihydro-1H-benzo[d]imidazol-5-yl)piperazin-1-yl)propanoate